6-(6-amino-5-cyano-1H-pyrazolo[3,4-b]pyridin-1-yl)-4-(isopropylamino)nicotinamide NC1=C(C=C2C(=N1)N(N=C2)C2=NC=C(C(=O)N)C(=C2)NC(C)C)C#N